C(C)(C)(C)[Si](OCC1CC2=C(C(=NC=C2)C)C1)(C)C tert-butyl-dimethyl-[(1-methyl-6,7-dihydro-5H-cyclopenta[c]pyridin-6-yl)methoxy]silane